2-((cyclohexylmethyl)(methyl)amino)-5-oxo-5H-pyrano[2,3-d]thiazole-6-carboxylic acid C1(CCCCC1)CN(C=1SC2=C(N1)OC(C(=C2)C(=O)O)=O)C